(2R,3S)-N-(2-amino-3-fluoro-4-((4-hydroxybenzyl)amino)phenyl)-2,3-difluorodecanamide NC1=C(C=CC(=C1F)NCC1=CC=C(C=C1)O)NC([C@H]([C@H](CCCCCCC)F)F)=O